CC=1C=C(C=CC1)C1=CC=CC=C1 3'-methylbiphenyl